NC=1C=CC(=C(C1)N(C(OC(C)(C)C)=O)C)OC tert-Butyl (5-amino-2-methoxyphenyl)(methyl)carbamate